N-(2-(5-chloro-2-ethoxy-6-methoxy-1H-benzimidazol-1-yl)ethyl)acetamide ClC1=CC2=C(N(C(=N2)OCC)CCNC(C)=O)C=C1OC